(2,6-dichloro-3,5-dimethoxyphenyl)-3-carbonylpent-4-enenitrile ClC1=C(C(=C(C=C1OC)OC)Cl)C(C#N)C(C=C)=C=O